C(C=CCC)C1CCC(O1)=O 5-pent-2-enyloxolan-2-one